4-acetyl-2-(3-chlorophenyloxy)benzonitrile C(C)(=O)C1=CC(=C(C#N)C=C1)OC1=CC(=CC=C1)Cl